O=C1CC2(CN1C=1C=NC(=CC1)C(F)(F)F)C1CN(C(C2)CC1)C(=O)OC(C)(C)C tert-butyl 5'-oxo-1'-(6-(trifluoromethyl)pyridin-3-yl)-5-azaspiro[bicyclo[2.2.2]octane-2,3'-pyrrolidine]-5-carboxylate